ClC1=CC2=C(C=C3N2C(=NN(C3=O)CC(=O)N[C@H]3CN(CCC3)C3CC3)C(C)C)S1 (R)-2-(2-chloro-5-isopropyl-8-oxothieno[2',3':4,5]pyrrolo[1,2-d][1,2,4]triazin-7(8H)-yl)-N-(1-cyclopropylpiperidin-3-yl)acetamide